OC(C)(C)C=1C=C(OC1)S(=O)(=O)N 4-(1-hydroxy-1-methyl-ethyl)-furan-2-sulfonamide